FC1(CCC(CC1)NCCCCC=C)F 4,4-difluoro-N-(hex-5-en-1-yl)cyclohexan-1-amine